1-(4-fluorophenyl)-N-(5-(1-isopropyl-7-(methylsulfonyl)-2-oxo-1,4-dihydropyrimido[4,5-d]pyrimidin-3(2H)-yl)pyridin-2-yl)methanesulfonamide FC1=CC=C(C=C1)CS(=O)(=O)NC1=NC=C(C=C1)N1C(N(C2=NC(=NC=C2C1)S(=O)(=O)C)C(C)C)=O